methyl 5-(2-(methoxycarbonyl)phenyl)-4-nitrothiophene-2-carboxylate COC(=O)C1=C(C=CC=C1)C1=C(C=C(S1)C(=O)OC)[N+](=O)[O-]